4-[[2-(2-Chlorophenyl)acetyl]amino]-N-(4-ethynyltetrahydropyran-4-yl)pyridin ClC1=C(C=CC=C1)CC(=O)NC1=CCN(C=C1)C1(CCOCC1)C#C